BrC1=CC=C(C=C1)\N=C\C1=C(C=CC=C1)N1CCN(CC1)C(=O)OC(C)(C)C (E)-tert-butyl 4-(2-(((4-bromophenyl)imino)methyl)phenyl)piperazine-1-carboxylate